6-Bromo-8-cyclopentyl-5-methyl-2-(3,4,5,6-tetrahydro-2H-[1,3']bipyridinyl-6'-ylamino)-8H-pyrido[2,3-d]pyrimidin-7-one BrC1=C(C2=C(N=C(N=C2)NC2=CC=C(C=N2)N2CCCCC2)N(C1=O)C1CCCC1)C